NCC1=CC(=C(C(=C1)C)NC(=O)C1=CC2=C(OCCC3=C2SC=C3)C=C1C=1C(=NC(=CC1)C(NC1CCC1)=O)C(=O)O)C 3-(9-((4-(aminomethyl)-2,6-dimethylphenyl)carbamoyl)-4,5-dihydrobenzo[b]thieno[2,3-d]oxepin-8-yl)-6-(cyclobutylcarbamoyl)picolinic acid